FC(C=1C=C(C=CC1)C=1C=NC=C(C=O)C1)(F)F 5-(3-(trifluoromethyl)phenyl)nicotinaldehyde